3-[(1R)-1-[3,6-Dimethyl-2-(2-methylindazol-5-yl)-4-oxo-chromen-8-yl]ethoxy]pyridine-2-carboxylic acid CC1=C(OC2=C(C=C(C=C2C1=O)C)[C@@H](C)OC=1C(=NC=CC1)C(=O)O)C1=CC2=CN(N=C2C=C1)C